O\N=C/1\C(\NC2=CC=CC=C12)=C/1\C(NC2=CC=C(C=C12)C(=O)OC)=O methyl (2Z,3E)-3-(hydroxyimino)-2'-oxo-[2,3'-biindolinylidene]-5'-carboxylate